C(C)N(C(C1=C(C=CC(=C1)F)OC=1C=NC=NC1)=O)C(C)C N-ethyl-5-fluoro-N-(prop-2-yl)-2-(pyrimidine-5-yloxy)benzamide